6-amino-2-((S)-5-amino-5,7-dihydrospiro[cyclopenta[B]pyridin-6,4'-piperidin]-1'-yl)-5-(2,3-dichlorophenyl)pyrimidine-4-carboxamide acryloyloxynaphthalenesulfonate C(C=C)(=O)OC1=C(C2=CC=CC=C2C=C1)S(=O)(=O)O.NC1=C(C(=NC(=N1)N1CCC2(CC1)[C@@H](C=1C(=NC=CC1)C2)N)C(=O)N)C2=C(C(=CC=C2)Cl)Cl